N-(2-(1H-1,2,4-triazol-1-yl)ethyl)-6-fluoro-2-phenyl-9H-carbazol-1-amine N1(N=CN=C1)CCNC1=C(C=CC=2C3=CC(=CC=C3NC12)F)C1=CC=CC=C1